FC=1C=2N(C=C(C1)NC(=O)C1=CC(=C(C3=CN(N=C13)C)N1CCN(CC1)C(=O)OC(C)(C)C)OC)C=C(N2)C tert-butyl 4-[7-({8-fluoro-2-methylimidazo[1,2-a]pyridin-6-yl}carbamoyl)-5-methoxy-2-methylindazol-4-yl]piperazine-1-carboxylate